NCCCCCNC1=CC(=C(C(=O)NC=2SC(=CN2)C)C=C1)C 4-((5-aminopentyl)amino)-2-methyl-N-(5-methylthiazol-2-yl)benzamide